O=C1C(CC2N1C(OC2)C2=CC=CC=C2)CNC(OC(C)(C)C)=O tert-butyl ((5-oxo-3-phenyltetrahydro-1H,3H-pyrrolo[1,2-c]oxazol-6-yl)methyl)carbamate